6-(7,8-dimethyl-[1,2,4]triazolo[4,3-b]pyridazin-6-yl)-N-(1-isobutyl-3-methyl-1H-pyrazol-5-yl)-5,6,7,8-tetrahydro-1,6-naphthyridin-3-amine CC1=C(C=2N(N=C1N1CC=3C=C(C=NC3CC1)NC1=CC(=NN1CC(C)C)C)C=NN2)C